C(C)(C)(C)OC(=O)N1CC2=CC=C(C=C2CC1)C1=NC(=C(C2=C1CCC2)C2=C(C=C(C=C2)F)OC)C(=O)OC 6-[4-(4-fluoro-2-methoxy-phenyl)-3-methoxycarbonyl-6,7-dihydro-5H-cyclopenta[c]pyridin-1-yl]-3,4-dihydro-1H-isoquinoline-2-carboxylic acid tert-butyl ester